CN1C2CN(CC1C2)CC=2C=CC(=NC2)NC2=NC=CC=N2 N-(5-((6-methyl-3,6-diazabicyclo[3.1.1]heptan-3-yl)methyl)pyridin-2-yl)pyrimidin-2-amin